4-(4-((4-ethylpiperazin-1-yl)methyl)phenylamino)-2-phenylpyrimido[4,5-d]pyridazin-5(6H)-one C(C)N1CCN(CC1)CC1=CC=C(C=C1)NC1=NC(=NC=2C=NNC(C21)=O)C2=CC=CC=C2